ClC1=NC(=NC(=N1)Cl)C1=C(C=CC=C1N1C2=C(C(=C(C(=C2C=2C(=C(C(=C(C12)[2H])[2H])[2H])[2H])[2H])[2H])[2H])[2H])N1C2=C(C(=C(C(=C2C=2C(=C(C(=C(C12)[2H])[2H])[2H])[2H])[2H])[2H])[2H])[2H] 9,9'-(2-(4,6-dichloro-1,3,5-triazin-2-yl)-1,3-phenylene)bis(9H-carbazole-1,2,3,4,5,6,7,8-d8)